C1(=CC=CC=C1)C(=C(C)NC([C@H](C)NC(C1=NC=CC(=C1O)OC)=O)=O)C1=CC=CC=C1 (S)-N-(1-((1,1-bis(phenyl)prop-1-en-2-yl)amino)-1-oxopropan-2-yl)-3-hydroxy-4-methoxypicolinamide